C(C1=CC=CC=C1)OC([C@H](C(C)C)N1C([C@@H](CC1)NC(=O)C1[N@@](C1)C(C1=CC=CC=C1)(C1=CC=CC=C1)C1=CC=CC=C1)=O)=O (S)-3-methyl-2-((R)-2-oxo-3-((R)-1-trityl-aziridine-2-carboxamido)pyrrolidin-1-yl)butyric acid benzyl ester